(aminomethyl)pyridine-3-sulfonamide NCC1=NC=CC=C1S(=O)(=O)N